(S)-(3-methyl-4-(5-phenyl-7-tosyl-7H-pyrrolo[2,3-d]pyrimidin-4-yl)piperazin-1-yl)(1-methylcyclopropyl)methanone C[C@H]1CN(CCN1C=1C2=C(N=CN1)N(C=C2C2=CC=CC=C2)S(=O)(=O)C2=CC=C(C)C=C2)C(=O)C2(CC2)C